7-bromo-3-((3-oxo-3-((1-(2-Bromoisonicotinyl)piperidin-4-yl)oxy)propyl)amino)benzo[e][1,2,4]triazine-1,4-diOxide BrC1=CC2=C([N+](=C(N=[N+]2[O-])NCCC(OC2CCN(CC2)CC2=CC(=NC=C2)Br)=O)[O-])C=C1